FC1(CCN(CC1)C1=C(C=CC(=N1)NC(C1=C(C=C(C=C1)SC(C)C)N1CCC2(CC2)CC1)=O)OC)F N-(6-(4,4-difluoropiperidin-1-yl)-5-methoxypyridin-2-yl)-4-(isopropylthio)-2-(6-azaspiro[2.5]octan-6-yl)benzamide